C(=O)O.O(C1=CC=CC=C1)C=1C=CC=C(C(=O)N)C1 5-phenoxybenzamide formate salt